N1[C@@H](CCC1)CC(=O)N 2-[(2S)-pyrrolidin-2-yl]acetamide